ClC1=C(C=C(OCC(=O)N[C@@H]2CC[C@H](N(C2)C(=O)OC(C)(C)C)C=2OC(=NN2)OCCC(F)(F)F)C=C1)F tert-butyl (2S,5R)-5-[2-(4-chloro-3-fluorophenoxy)acetamido]-2-[5-(3,3,3-trifluoropropoxy)-1,3,4-oxadiazol-2-yl]piperidine-1-carboxylate